CS(=O)(=O)C1=CC=C(C=C1)NC1=NC=C2C=CN=C(C2=C1)C#CC=1C=CC2=C(OCC(N2)=O)C1 7-((7-((4-(methylsulfonyl)phenyl)amino)-2,6-naphthyridin-1-yl)ethynyl)-2H-benzo[b][1,4]oxazin-3-one